2-(phenylselanyl)cyclohexyl benzoate C(C1=CC=CC=C1)(=O)OC1C(CCCC1)[Se]C1=CC=CC=C1